3-(6-(2-nitrophenyl)-2,6-diazaspiro[3.3]heptan-2-yl)-2-(1H-pyrrol-1-yl)benzoic acid [N+](=O)([O-])C1=C(C=CC=C1)N1CC2(CN(C2)C=2C(=C(C(=O)O)C=CC2)N2C=CC=C2)C1